O(C1=CC=CC=C1)[Sn] phenoxytin